3-(5-(3-((benzyloxy)methyl)cyclobutyl)-1-oxoisoindolin-2-yl)-1-((2-(trimethylsilyl)ethoxy)methyl)piperidine-2,6-dione C(C1=CC=CC=C1)OCC1CC(C1)C=1C=C2CN(C(C2=CC1)=O)C1C(N(C(CC1)=O)COCC[Si](C)(C)C)=O